NC=1C(=C(C=CC1)C1=C(C(=CC=C1)NC(OC(C)(C)C)=O)C)Cl tert-butyl (3'-amino-2'-chloro-2-methyl-[1,1'-biphenyl]-3-yl)carbamate